FC1=CC=C(C=C1)N1N=CC2=CC(=C(C=C12)C)[C@H]1[C@H](CNCC1)C 1-(4-fluorophenyl)-6-methyl-5-((3R,4R)-3-methylpiperidin-4-yl)-1H-indazole